C(\C=C\C(=O)O)(=O)O.NCCC#N β-aminopropionitrile fumarate